C1=CC=CC=2C3=CC=CC=C3C(C12)COC(=O)NCC(=O)N1[C@@H](CC(C1)(F)F)C(=O)OC methyl (S)-1-((((9H-fluoren-9-yl) methoxy) carbonyl) glycyl)-4,4-difluoropyrrolidine-2-carboxylate